OC1=CC=C(C=C1)NN p-hydroxyphenylhydrazine